FC1=CC(=NC=C1N1CCNCC1)N 4-fluoro-5-(piperazin-1-yl)pyridin-2-amine